ruthenium(III) fluoride [Ru](F)(F)F